1-(4-(2-(4-(Benzo[b]thiophen-4-yl)piperazin-1-yl)ethyl)-1-methylcyclohexyl)-3-ethylurea S1C2=C(C=C1)C(=CC=C2)N2CCN(CC2)CCC2CCC(CC2)(C)NC(=O)NCC